O(S(=O)(=O)C(F)(F)F)C=1N=C2N(C=C(C=C2)OC)C1 6-Methoxyimidazo[1,2-a]pyridin-2-yl triflate